(S)-methyl 6-(2-(2-(6-(4-(1-(3-((4-methyl-5-(pyrimidin-4-yl)-4H-1,2,4-triazol-3-yl)methylamino)benzamido)ethyl)phenoxy)hexyloxy)ethoxy)ethoxy)hexanoate CN1C(=NN=C1C1=NC=NC=C1)CNC=1C=C(C(=O)N[C@@H](C)C2=CC=C(OCCCCCCOCCOCCOCCCCCC(=O)OC)C=C2)C=CC1